2-[(5-aminopyrazin-2-yl)oxy]ethanol NC=1N=CC(=NC1)OCCO